(R)-3-((5-bromo-4-fluoro-2-nitrophenyl)amino)pyrrolidine-1-carboxylic acid tert-butyl ester C(C)(C)(C)OC(=O)N1C[C@@H](CC1)NC1=C(C=C(C(=C1)Br)F)[N+](=O)[O-]